(S)-N-(1-amino-1'-(6-amino-5-((2-amino-3-chloropyridin-4-yl)thio)pyrazin-2-yl)-1,3-dihydrospiro[indene-2,4'-piperidin]-6-yl)methanesulfonamide N[C@@H]1C2=CC(=CC=C2CC12CCN(CC2)C2=NC(=C(N=C2)SC2=C(C(=NC=C2)N)Cl)N)NS(=O)(=O)C